C(CCCCCCCCCCCC=CCCCCC)(=O)O 13-Nonadecenoic acid